carboxymethoxylamino-Z-N-sulfopropyl-dimethyl-acridinium C(=O)(O)CONC=1C(=C(C2=CC3=CC=CC=C3[N+](=C2C1)CCCS(=O)(=O)O)C)C